IC=1C=NN(C1C)CC1(CCCCCC1)OCCC=O 3-(1-((4-iodo-5-methyl-1H-pyrazol-1-yl)methyl)cycloheptyloxy)propanal